OC1CCN(CC1)CC[C@H](C1=CC=C(C=C1)N1C(OCC1)=O)NC(OC(C)(C)C)=O tert-butyl (R)-(3-(4-hydroxypiperidin-1-yl)-1-(4-(2-oxooxazolidin-3-yl)phenyl)propyl)carbamate